ClC=1C=C(C=C(C1)Cl)C=1OC2=C(N1)C=CC(=C2)C(=O)N[C@@H]2C[C@H](C2)O 2-(3,5-dichlorophenyl)-N-((trans)-3-hydroxycyclobutyl)-benzo[d]oxazole-6-carboxamide